O1CCN(CC1)C1=CC=C(C=C1)C(CC)=O p-Morpholinopropiophenon